NCC(=O)OC(C(=O)O)(CCO)CC ethylhydroxyethyl-carboxymethyl glycinate